3-((2-(3-(2-methoxyethyl)-3-methylureido)thiazol-5-yl)ethynyl)-4-methyl-N-(4-(pyrrolidin-1-ylmethyl)-3-(trifluoromethyl)phenyl)benzamide zinc [Zn].COCCN(C(NC=1SC(=CN1)C#CC=1C=C(C(=O)NC2=CC(=C(C=C2)CN2CCCC2)C(F)(F)F)C=CC1C)=O)C